(2R,3R,4R,5S)-2-methyl-1-(((trans)-3-(trifluoromethyl)cyclohexyl)methyl)piperidine-3,4,5-triol Ethyl-(3R,4E,6Z,8E)-9-Iodo-3,7-dimethylnona-4,6,8-trienoate C(C)C(C(=O)O)[C@@H](\C=C\C=C(/C=C/I)\C)C.C[C@H]1N(C[C@@H]([C@H]([C@@H]1O)O)O)C[C@@H]1C[C@H](CCC1)C(F)(F)F